C1=CC=CC2=CC3=CC=CC=C3C(=C12)CCC(=O)OCCSC/1=C(CC(C\C1=C/C=O)(C)C)\C=C\C1=CC=C(C=C1)N(C)CCOC(CCC=1C2=CC=CC=C2C=C2C=CC=CC12)=O 2-(((E)-2-((E)-4-((2-((3-(anthracen-9-yl)propanoyl)oxy)ethyl)-(methyl)amino)styryl)-4,4-dimethyl-6-(2-oxoethylidene)cyclohex-1-en-1-yl)thio)ethyl 3-(anthracen-9-yl)propanoate